NC1(C2CCCC1CCC2)C(=O)O 9-amino-bicyclo[3.3.1]nonane-9-carboxylic acid